(R)-4-chloro-2-(3-(2-ethoxyphenoxy)piperidin-1-yl)-5-(trifluoromethyl)pyrimidine ClC1=NC(=NC=C1C(F)(F)F)N1C[C@@H](CCC1)OC1=C(C=CC=C1)OCC